4-methyl-2-(5-(8-methyl-[1,2,4]triazolo[1,5-a]pyridin-6-yl)-4-(2,2,2-trifluoroethyl)-1H-pyrazol-3-yl)-5-(1-(oxetan-3-yl)piperidin-4-yl)thiazole CC=1N=C(SC1C1CCN(CC1)C1COC1)C1=NNC(=C1CC(F)(F)F)C=1C=C(C=2N(C1)N=CN2)C